3-(2-bromoethyl)quinazolin-4(3H)-one BrCCN1C=NC2=CC=CC=C2C1=O